1-(2-hydroxyethyl)-6-oxo-1,6-dihydropyridine-2,5-dicarboxamide OCCN1C(=CC=C(C1=O)C(=O)N)C(=O)N